O=C1NC(CCC1NC=1C=C(C=CC1)C1CCN(CC1)C(=O)C1CCN(CC1)C1=CC=C(C=C1)NC1=NC=CC(=N1)C1=CC(=C(CNC(=O)N2CC(C2)OC(C)C)C=C1)C)=O N-(4-(2-((4-(4-(4-(3-((2,6-dioxopiperidin-3-yl)amino)phenyl)piperidine-1-carbonyl)piperidin-1-yl)phenyl)amino)pyrimidin-4-yl)-2-methylbenzyl)-3-isopropoxyazetidine-1-carboxamide